C(#N)C(C(=O)O)C1=CC=CC=C1 α-cyanophenyl-acetic acid